FC=1C=CC2=C(C(CC3=C(O2)C=CC=C3)CNC(OC(C)(C)C)=O)C1 tert-butyl ((8-fluoro-10,11-dihydrodibenzo[b,f]oxepin-10-yl)methyl)carbamate